ClC=1C=C(C(=C(C1)C1(COCC1)O)N1CC2(C1)CCOCC2)C 3-(5-chloro-3-methyl-2-(7-oxa-2-azaspiro[3.5]nonan-2-yl)phenyl)tetrahydrofuran-3-ol